1-[4-(1H-Benzoimidazol-4-yl)-phenyl]-3-pyridin-4-ylmethyl-urea N1C=NC2=C1C=CC=C2C2=CC=C(C=C2)NC(=O)NCC2=CC=NC=C2